14,20-dihydroxy-docosahexaenoic acid OC(C=CC=CC=CC=CC=CC=CC(=O)O)CCCCCC(CC)O